O[C@](C(=O)O)(CC)C1=CC=C(C=C1)OC (R)-2-hydroxy-2-(4-methoxyphenyl)butanoic acid